2,5-dioctadecylpyridine C(CCCCCCCCCCCCCCCCC)C1=NC=C(C=C1)CCCCCCCCCCCCCCCCCC